(Z)-2-(5-fluoro-2-ethyl-1-(4-isopropylbenzylidene)-1H-inden-3-yl)acetic acid FC=1C=C2C(=C(/C(/C2=CC1)=C/C1=CC=C(C=C1)C(C)C)CC)CC(=O)O